ClC=1C(=CC(=C(C1)NC1=NC=NC(=C1)NC1=CC(=NC=C1)C1=C(C=CC=C1)F)OC)N1CCC(CC1)N1CCN(CC1)C N4-(5-chloro-2-methoxy-4-(4-(4-methylpiperazin-1-yl)piperidin-1-yl)phenyl)-N6-(2-(2-fluorophenyl)pyridin-4-yl)pyrimidine-4,6-diamine